C(C)(C)(C)OC(=O)N[C@H]([C@@H](C)OCC1=CC=C(C=C1)CCC(=O)O)CCC(N)=O 3-[4-([[(2R,3S)-3-[(tert-butoxycarbonyl)amino]-5-carbamoylpentan-2-yl]oxy]methyl)phenyl]propanoic acid